bis(2-pentylheptyl)11-(2-(diethylamino)ethyl)-7,15-dioxo-5,17-dipropyl-6,8,14,16-tetraoxa-11-azahenicosandioate C(CCCC)C(COC(CCCC(OC(OCCN(CCOC(OC(CCCC(=O)OCC(CCCCC)CCCCC)CCC)=O)CCN(CC)CC)=O)CCC)=O)CCCCC